C(C)(C)(C)OC(=O)NCC1=CC(=NC(=C1)C(F)(F)F)OC=1C=C(C(=O)O)C=CC1 3-(4-((tert-butoxycarbonylamino)methyl)-6-(trifluoromethyl)pyridin-2-yloxy)benzoic acid